CN(C1(CCC2(CNC(N2)=O)CC1)C1=CC=C(C=C1)F)C CIS-8-(dimethylamino)-8-(4-fluorophenyl)-1,3-diazaspiro[4.5]decan-2-one